C(C)OC(=O)C1CCN(CC1)CCBr 1-(2-bromoethyl)-piperidine-4-carboxylic acid ethyl ester